(2S)-3-[3-(Aminomethyl)-5-methylphenyl]-2-[(3R)-pyrrolidin-3-yl]propanoic acid dihydrochloride Cl.Cl.NCC=1C=C(C=C(C1)C)C[C@H](C(=O)O)[C@@H]1CNCC1